1-propynyl-sulfonic acid C(#CC)S(=O)(=O)O